N-(2-(2-(2-(2-azidoethoxy)ethoxy)ethoxy)ethyl)-2,2,2-trifluoroacetamide N(=[N+]=[N-])CCOCCOCCOCCNC(C(F)(F)F)=O